[1-[3-[[(3R,4R)-4-[4-Chloro-2-(5-fluoro-2-pyridyl)-1H-imidazol-5-yl]-3-methyl-1-piperidyl]sulfonyl]propanoyl]-4-piperidyl] methyl carbonate C(OC1CCN(CC1)C(CCS(=O)(=O)N1C[C@@H]([C@@H](CC1)C1=C(N=C(N1)C1=NC=C(C=C1)F)Cl)C)=O)(OC)=O